C(C1=C(C(=CC(=C1)C(CC(C)(C)C)(C)C)N1N=C2C(=N1)C=CC=C2)O)C2=C(C(=CC(=C2)C(CC(C)(C)C)(C)C)N2N=C1C(=N2)C=CC=C1)O 2,2'-methylenebis(6-(2H-benzotriazol-2-yl)-4-(1,1,3,3-tetramethylbutyl)-phenol)